2-(4-(2-(tert-butyldimethylsilyloxy)ethyl)-7-((2S,5R)-2,5-diethyl-4-(1-(quinoxalin-6-yl)ethyl)piperazin-1-yl)-5-oxo-4,5-dihydro-2H-pyrazolo[4,3-b]pyridin-2-yl)acetonitrile [Si](C)(C)(C(C)(C)C)OCCN1C=2C(C(=CC1=O)N1[C@H](CN([C@@H](C1)CC)C(C)C=1C=C3N=CC=NC3=CC1)CC)=NN(C2)CC#N